C(C)OC1=NC=C(C=C1NS(=O)(=O)C1=C(C=CC=C1)F)C=1C=C2C(=NC=NC2=CC1)N1CCN(CC1)C(\C=C\C(C)=O)=O (E)-N-(2-ethoxy-5-(4-(4-(4-oxopent-2-enoyl)piperazin-1-yl)quinazolin-6-yl)pyridin-3-yl)-2-fluorobenzenesulfonamide